C1(CO1)=C1CC=C(C)C=C1 4-(epoxyethylidene)toluene